N-(3'-Amino-2,2'-dimethyl-[1,1'-biphenyl]-3-yl)-5-(((tert-butyldimethylsilyl))(oxy)methyl)picolinamide NC=1C(=C(C=CC1)C1=C(C(=CC=C1)NC(C1=NC=C(C=C1)CO[Si](C)(C)C(C)(C)C)=O)C)C